C(C)(C)(C)OC(=O)NC1CCC(CC1)N(C(OC(C)(C)C)=O)[C@H]1[C@@H](C1)C1=CN=C(S1)C1=CC(=CC=C1)NS(=O)(=O)C1=C(C=CC=C1)C#N tert-butyl (4-((tert-butoxycarbonyl)amino)cyclohexyl)((trans)-2-(2-(3-(2-cyanophenylsulfonamido)phenyl) thiazol-5-yl)cyclopropyl)carbamate